(14E)-17-hydroxy-14-heptadecenyl acetate C(C)(=O)OCCCCCCCCCCCCC\C=C\CCO